FC(C1=NN=C(S1)C1=CN=C2N1C=C(C=C2N2CCOCC2)S(=O)(=O)NC2(CC2)C)F 3-(5-(difluoromethyl)-1,3,4-thiadiazol-2-yl)-N-(1-methylcyclopropyl)-8-morpholinoimidazo[1,2-a]pyridine-6-sulfonamide